3-fluoro-N,N-dimethyl-2-nitro-aniline FC=1C(=C(N(C)C)C=CC1)[N+](=O)[O-]